C(#N)C1=C(C=CC(=C1)F)C=1N=C(SC1)N(C1=C(N=C2N1C=C(C=C2)N2CCN(CC2)CC(=O)NC)CC)C 2-(4-(3-((4-(2-cyano-4-fluorophenyl)thiazol-2-yl)(methyl)amino)-2-ethylimidazo[1,2-a]pyridin-6-yl)piperazin-1-yl)-N-methylacetamide